imidazolyl-carboxylate N1C(=NC=C1)C(=O)[O-]